4-propyl-2(5H)-furanone C(CC)C1=CC(OC1)=O